2-(methoxymethyl)-2,3-dihydropyrazolo[5,1-b]oxazole-7-sulfonimidamide COCC1CN2C(O1)=C(C=N2)S(=O)(N)=N